C(C)(C)(C)OC(=O)N1CC(N(C(C1)C)C(=O)N1CCOCC1)C.Cl.CC1N(C(CNC1)C)C(=O)N1CCOCC1 (2,6-dimethylpiperazin-1-yl)(morpholino)methanone hydrochloride Tert-butyl-3,5-dimethyl-4-(morpholine-4-carbonyl)piperazin-1-carboxylate